OC=1C=C(C=CC1)C1=CC(=NC=C1)N1CCN(CC1)C(=O)C1=CC=C2C=CC(NC2=C1)=O 7-(4-(4-(3-hydroxyphenyl)pyridin-2-yl)piperazine-1-carbonyl)quinolin-2(1H)-one